Cl.NCC1=CC(=CS1)C(NC)=S 5-(aminomethyl)-N-methylthiophene-3-thiocarboxamide hydrochloride